FC1=C(C=C(C=C1)F)C(C(C)SC1=NN=C(N1)C1=CC=C(C=C1)CC)=O 1-(2,5-difluorophenyl)-2-((5-(4-ethylphenyl)-4H-1,2,4-triazol-3-yl)thio)propan-1-one